Perylene-3,4,9,10-tetracarboxylic dianhydride C1=CC2=C3C(=CC=C4C3=C1C5=C6C4=CC=C7C6=C(C=C5)C(=O)OC7=O)C(=O)OC2=O